BrC=1C(=NN(N1)COCC[Si](C)(C)C)C(C)=O 1-(5-bromo-2-((2-(trimethylsilyl)ethoxy)methyl)-2H-1,2,3-triazol-4-yl)ethan-1-one